2,3,4,5,6-pentafluoro-3',5'-bis(trifluoromethyl)-1,1'-biphenyl FC1=C(C(=C(C(=C1F)F)F)F)C1=CC(=CC(=C1)C(F)(F)F)C(F)(F)F